Cl.C(CCCC)(=O)NC=1C=C2C=3CC(CCC3NC2=CC1)NCCC 6-(pentanoyl)amino-3-(propyl)amino-1,2,3,4-tetrahydro-9H-carbazole hydrochloride